CC1=CC=CC(=N1)C1=C(N=CN1)C=1C=C2C=C(C=NC2=CC1)C=1C=CC(=NC1)C(=O)O 5-(6-(5-(6-methylpyridin-2-yl)-1H-imidazol-4-yl)quinolin-3-yl)picolinic acid